carbon boric acid B(O)(O)O.[C]